OC1=C(C=CC=C1)C1=CC(=CN=N1)N1CCC(CC1)(C(=O)N1CC2(C1)CCN(CC2)CC2CCN(CC2)C2=CC=C(C=N2)[C@@H]2C(NC(CC2)=O)=O)C2=CC=CC=C2 (3R)-3-(6-{4-[(2-{1-[6-(2-HYDROXYPHENYL)PYRIDAZIN-4-YL]-4-PHENYLPIPERIDINE-4-CARBONYL}-2,7-DIAZASPIRO[3.5]NONAN-7-YL)METHYL]PIPERIDIN-1-YL}PYRIDIN-3-YL)PIPERIDINE-2,6-DIONE